Methyl 2-[(tert-butoxycarbonyl)amino]-4-(4,4,5,5-tetramethyl-1,3,2-dioxaborolan-2-yl)benzoate C(C)(C)(C)OC(=O)NC1=C(C(=O)OC)C=CC(=C1)B1OC(C(O1)(C)C)(C)C